6-Chloro-2-iodopurine ClC1=C2NC=NC2=NC(=N1)I